Ethyl 2-(4-((2,5-dioxo-3-(4-(trifluoromethyl)phenyl) imidazolidin-1-yl)methyl)-2,6-dimethylphenoxy)-2-methylpropionate O=C1N(C(CN1C1=CC=C(C=C1)C(F)(F)F)=O)CC1=CC(=C(OC(C(=O)OCC)(C)C)C(=C1)C)C